N,N-dimethyl-N-(2-methacryloyloxyethyl)-N-(3-sulfopropyl)ammonium C[N+](CCCS(=O)(=O)O)(CCOC(C(=C)C)=O)C